(E)-4-(5-fluoro-2-methylphenyl)-2,7-dimethylocta-2,6-dienal FC=1C=CC(=C(C1)C(/C=C(/C=O)\C)CC=C(C)C)C